NC1=NC=2C=C(C(=CC2C2=C1C=NN2C)C(=O)N([C@H]2CCC1=NC(=CC=C12)C(F)(F)F)C)F 4-amino-7-fluoro-N,1-dimethyl-N-((5S)-2-(trifluoro-methyl)-6,7-dihydro-5H-cyclopenta[b]-pyridin-5-yl)-1H-pyrazolo[4,3-c]-quinoline-8-carboxamide